2-(1-methylindol-4-yl)-N-[(3S)-2-oxo-5-phenyl-1,3-dihydro-1,4-benzodiazepine-3-yl]-6,7-dihydro-5H-pyrazolo[5,1-b][1,3]Oxazine-3-carboxamide CN1C=CC2=C(C=CC=C12)C1=NN2C(OCCC2)=C1C(=O)N[C@@H]1C(NC2=C(C(=N1)C1=CC=CC=C1)C=CC=C2)=O